N-acetylisourea C(C)(=O)NC(O)=N